N-acetyl-5-methoxytryptophane tert-butyl-4-(2-{2-[4-(2-{2-[2-(2-azidoethoxy)ethoxy]ethoxy}ethoxy)phenyl]ethyl}-3-ethoxy-3-oxopropanoyl)piperidine-1-carboxylate C(C)(C)(C)C1N(CCC(C1)C(C(C(=O)OCC)CCC1=CC=C(C=C1)OCCOCCOCCOCCN=[N+]=[N-])=O)C(=O)O.C(C)(=O)N[C@@H](CC1=CNC2=CC=C(C=C12)OC)C(=O)O